3-(naphthalen-1-ylmethyl)-1H-pyrazole-5-carboxylic acid 5-chloro-2-oxo-1,2-dihydroquinolin-3-yl ester ClC1=C2C=C(C(NC2=CC=C1)=O)OC(=O)C1=CC(=NN1)CC1=CC=CC2=CC=CC=C12